NC=1N=NC=2N(N1)C(=NN2)N=NC2=NN=C1N2N=C(N=N1)N 6,6'-diamino-3,3'-azo-1,2,4-triazolo[4,3-b][1,2,4,5]tetrazine